[Cl-].C(C)[P+](CC)(CC)CC tetra-ethyl-phosphonium chloride